OP(O)(=O)OP(=O)(O)O.C1(=CC=CC=C1)C1C(OC2=C1C=CC=C2)=O 3-phenyl-benzofuran-2-one diphosphate